ethylidennorbornen C(C)=C1C2C=CC(C1)C2